[2-(benzyloxy)-4-fluorophenyl]methylamine C(C1=CC=CC=C1)OC1=C(C=CC(=C1)F)CN